(5-chloro-2-(hydroxymethyl)phenyl)piperidine-1-carboxylic acid tert-butyl ester C(C)(C)(C)OC(=O)N1C(CCCC1)C1=C(C=CC(=C1)Cl)CO